NC=1C=CC(=C(C(=O)O)C1)C(N(CC1=CC=CC=C1)CC1=CC=CC=C1)=O 5-amino-2-[bis(benzyl)carbamoyl]benzoic acid